C1=CC=CC=2C1=C1C=C3C=CC=CC3=CC1=CC2 Benzo[a]-anthracen